ClC=1C=C(CC=2C=C(SC2)C(=O)C=2C=NC=NC2)C=CC1F 5-{[4-(3-chloro-4-fluorobenzyl)-2-thienyl]carbonyl}pyrimidin